C(CC)OCOCCCC(C)[Li] 4-propyloxymethoxy-1-methylbutyllithium